7-bromo-4H-isoquinoline-1,3-dione BrC1=CC=C2CC(NC(C2=C1)=O)=O